2-(3-fluoro-4-methoxyphenyl)cyclopropane-1-carboxylic acid FC=1C=C(C=CC1OC)C1C(C1)C(=O)O